N-{4-[5-fluoro-3-(pyridin-2-yl)-1H-pyrrolo[3,2-b]pyridin-2-yl]pyridin-2-yl}butanamide FC1=CC=C2C(=N1)C(=C(N2)C2=CC(=NC=C2)NC(CCC)=O)C2=NC=CC=C2